N-(5-((6,6-difluoro-2-azaspiro[3.3]heptan-2-yl)methyl)pyridin-2-yl)-5-fluoro-4-(4-fluoro-1-isopropyl-2-methyl-1H-benzo[d]imidazol-6-yl)pyrimidin-2-amine FC1(CC2(CN(C2)CC=2C=CC(=NC2)NC2=NC=C(C(=N2)C=2C=C(C3=C(N(C(=N3)C)C(C)C)C2)F)F)C1)F